Cl.C(CCC)C1C(=CC(=C(C1(I)C=1OC2=C(C1)C=CC=C2)OCCN(CC)CC)I)C(=O)C=2C(C(C(=C(C2)I)OCCN(CC)CC)(C=2OC1=C(C2)C=CC=C1)I)CCCC 2-butyl-3-benzofuranyl-4-[2-(diethylamino) ethoxy]-3,5-diiodophenyl ketone hydrochloride